1-(4,5-dimethoxy-2-nitrophenyl)ethyl bromide COC1=CC(=C(C=C1OC)C(C)Br)[N+](=O)[O-]